C1(CC1)C1=C(C(=NO1)C1=C(C=NC=C1Cl)Cl)/C=C/C1CC2(CC(C2)COC=2C=C(C(=NC2)C(=O)O)C)C1 (E)-5-((6-(2-(5-Cyclopropyl-3-(3,5-dichloropyridin-4-yl)isoxazol-4-yl)vinyl)spiro[3.3]heptan-2-yl)methoxy)-3-methylpicolinic acid